C(=C)C(C1=CC=CC=C1)[N+](C)(C)C (vinylbenzyl)trimethyl-ammonium